COC(=O)C1NCC=2NC3=CC=CC=C3C2C1 tetrahydro-beta-carboline-3-carboxylic acid methyl ester